5-(6-Fluoropyridin-3-yl)-1-(pyrazin-2-yl)-1H-pyrazol-3-ol FC1=CC=C(C=N1)C1=CC(=NN1C1=NC=CN=C1)O